2-[(3R)-3-[(5-chlorooxazolo[4,5-b]pyridin-2-yl)amino]-1-piperidyl]ethanol ClC1=CC=C2C(=N1)N=C(O2)N[C@H]2CN(CCC2)CCO